NC1=NN(C2=NC(=CC=C21)N2C1CCC2CC1)C(=O)C1=C(C=CC=C1)OC [3-amino-6-(7-azabicyclo[2.2.1]heptan-7-yl)pyrazolo[3,4-b]pyridin-1-yl]-(2-methoxyphenyl)methanone